(S)-N'-(((R)-2-fluoro-1,2,3,5,6,7-hexahydro-s-indacen-4-yl)carbamoyl)-2,2-dimethyl-2,3-dihydropyrazolo[5,1-b]oxazole-7-sulfonimidamide F[C@@H]1CC2=CC=3CCCC3C(=C2C1)NC(=O)N=[S@@](=O)(N)C=1C=NN2C1OC(C2)(C)C